[Si](C)(C)(C(C)(C)C)OC=1C(=C(N)C(=CC1)C)C 3-((tert-butyldimethylsilyl)oxy)-2,6-dimethylaniline